ClCC(=O)NCCCCCC1=CC2=C(N(C(N2C)=O)C2C(NC(CC2)=O)=O)C=C1 2-chloro-N-[5-[1-(2,6-dioxo-3-piperidyl)-3-methyl-2-oxo-benzimidazol-5-yl]pentyl]acetamide